C(C=CC=CCCCCCCCCCCCCCCCCCCC)(=O)NC(C)C(C(CCCCCCCCCCCCCC)O)O 2-(N-15Z,18Z-tetracosadienoylamino)octadecan-3,4-diol